C(C)(=O)OCC=CCCC=C(CCC=C(C)C)C 7,11-dimethyldodeca-2,6,10-trien-1-yl acetate